ClC=1C(=NC(=NC1)N[C@@H]1C[C@H]2CO[C@@H]([C@H]1O)O2)C=2C=C(C1=C(N(C(=N1)[C@H]1NC(OC1)=O)C(C)C)C2)F (R)-4-(6-(5-chloro-2-(((1S,3R,4S,5R)-4-hydroxy-6,8-dioxabicyclo[3.2.1]octan-3-yl)amino)pyrimidin-4-yl)-4-fluoro-1-isopropyl-1H-benzo[d]imidazol-2-yl)oxazolidin-2-one